C(C)OC=1C=C(C=C(C1C)OCC)[C@@H](C)N(C(=O)NC1(CC(C1)(F)F)C(=O)OC)CCCC(C)C1=CC=CC=C1 methyl 1-({[(1R)-1-(3,5-diethoxy-4-methylphenyl)ethyl](4-phenylpentyl) carbamoyl}amino)-3,3-difluorocyclobutane-1-carboxylate